hexaaminothiazole NC1=C(N=C(S1(N)(N)N)N)N